ClC=1C=C(C(=O)OC(C)(C)C)C=C(C1)C1C(C1)(Cl)Cl Tert-butyl 3-chloro-5-(2,2-dichlorocyclopropyl)benzoate